C1CC12CN(CC2)C2=CC=C(C=C2)C2CN(C2)C(=O)N2C[C@@H]1[C@@H](OCC(N1)=O)CC2 (4aR,8aS)-6-(3-(4-(5-Azaspiro[2.4]heptan-5-yl)phenyl)azetidine-1-carbonyl)hexahydro-2H-pyrido[4,3-b][1,4]oxazin-3(4H)-one